ethylenediamine-tetra(2-propanol) C(CN(CC(C)O)CC(C)O)N(CC(C)O)CC(C)O